FC(C(F)F)(OC1=CC=CC=C1)F 1,1,2,2-tetrafluoroethoxybenzene